2-[1-(5-bromo-6-fluoropyridin-2-yl)azetidin-3-yl]acetamide (2R,3S)-2-((2R,3R)-3-((R)-2-hydroxy-2-methylbut-3-yn-1-yl)oxiran-2-yl)pentan-3-yl-3,5-dinitrobenzoate O[C@](C[C@@H]1[C@H](O1)[C@H](C)[C@H](CC)OC(C1=CC(=CC(=C1)[N+](=O)[O-])[N+](=O)[O-])=O)(C#C)C.BrC=1C=CC(=NC1F)N1CC(C1)CC(=O)N